C1(CCC(CC)N1)=O γ-Caprolactam